C(CCC(=O)O)(=O)O.C1(CCCCCCC(N1)=O)=O suberimide succinate